4-((2S*,4R*)-4-((4-aminophenyl)amino)-2-methyl-1-propionyl-1,2,3,4-tetrahydroquinolin-7-yl)-3,6-dihydropyridine-1(2H)-carboxylic acid tert-butyl ester C(C)(C)(C)OC(=O)N1CCC(=CC1)C1=CC=C2[C@@H](C[C@@H](N(C2=C1)C(CC)=O)C)NC1=CC=C(C=C1)N |o1:17,19|